NC1=NC=2C=C(C(=CC2C2=C1COC2)C(=O)N([C@@H]2COC1=C2C=CC(=C1)C(F)(F)F)C1CC1)Cl (S)-4-amino-7-chloro-N-cyclopropyl-N-(6-(trifluoromethyl)-2,3-dihydrobenzofuran-3-yl)-1,3-dihydrofuro[3,4-c]quinoline-8-carboxamide